(1S,2S,3S)-N-(8-amino-7-fluoro-6-(4-methyl-6-(oxazol-2-yl)pyridin-3-yl)isoquinolin-3-yl)-2-methyl-3-(1-methyl-1H-pyrazol-4-yl)cyclopropane-1-carboxamide NC=1C(=C(C=C2C=C(N=CC12)NC(=O)[C@H]1[C@H]([C@@H]1C=1C=NN(C1)C)C)C=1C=NC(=CC1C)C=1OC=CN1)F